4-ethoxy-2-oxo-1-(4-fluorophenyl)-1,2-dihydropyridine-3-carboxamide C(C)OC1=C(C(N(C=C1)C1=CC=C(C=C1)F)=O)C(=O)N